FC1=C(C(=O)NC)C=CC(=C1)[N+](=O)[O-] fluoro-N-methyl-4-nitrobenzamide